2-(2,4,6-trichlorophenoxy)ethyl chloride ClC1=C(OCCCl)C(=CC(=C1)Cl)Cl